C(C)(C)(C)OC(=O)N1[C@@H](CN([C@H](C1)C)C1=CC=C(C=C1)O)C (2r,5s)-4-(4-hydroxyphenyl)-2,5-dimethylpiperazine-1-carboxylic acid tert-butyl ester